O=C1N(C(CC1)=O)CC#CC1=CC2=C(OC[C@@H](C(N2C)=O)NC(C(=O)N[C@H](C)C2=CC=CC=C2)=O)C=C1 N1-((S)-7-(3-(2,5-dioxopyrrolidin-1-yl)prop-1-yn-1-yl)-5-methyl-4-oxo-2,3,4,5-tetrahydrobenzo[b][1,4]oxazepin-3-yl)-N2-((R)-1-phenylethyl)oxalamide